trans-tert-butyl N-(4-hydroxycyclohexyl)carbamate O[C@@H]1CC[C@H](CC1)NC(OC(C)(C)C)=O